Cl.CNC(=O)[C@@H]1N(C[C@H](NC1)C)CC(=O)N1CC(C2=CC=C(C=C12)Cl)(C)C (2R,5R)-1-[2-(6-Chloro-3,3-dimethyl-2,3-dihydro-indol-1-yl)-2-oxo-ethyl]-5-methyl-piperazine-2-carboxylic acid methylamide hydrochloride salt